pyrazine-3-carboxylic acid hydrazide N1=CC(=NC=C1)C(=O)NN